N,N-Diethyl-6-[4-[[2-[2-(5-hydroxypyridin-3-yl)ethynyl]phenyl]methyl]piperazin-1-yl]pyridazine-3-carboxamide C(C)N(C(=O)C=1N=NC(=CC1)N1CCN(CC1)CC1=C(C=CC=C1)C#CC=1C=NC=C(C1)O)CC